OC1(CCCCC1)C1=CC(=NO1)C[C@@H]1[C@@H]([C@H]([C@H]([C@H](O1)CO)O)N1N=NC(=C1)C1=CC(=C(C(=C1)F)F)F)OC (2R,3R,4S,5R,6R)-6-((5-(1-hydroxycyclohexyl)isoxazol-3-yl)methyl)-2-(hydroxymethyl)-5-methoxy-4-(4-(3,4,5-trifluorophenyl)-1H-1,2,3-triazol-1-yl)tetrahydro-2H-pyran-3-ol